2-cyclopropoxy-3,4,5,6-tetrafluoro-N-phenylbenzenesulfonamide C1(CC1)OC1=C(C(=C(C(=C1F)F)F)F)S(=O)(=O)NC1=CC=CC=C1